butyl 4-(5-((4-(N,N-dimethylsulfamoyl)phenyl)sulfonamido)-3-methylisoxazol-4-yl)-3,6-dihydropyridine-1(2H)-carboxylate CN(S(=O)(=O)C1=CC=C(C=C1)S(=O)(=O)NC1=C(C(=NO1)C)C=1CCN(CC1)C(=O)OCCCC)C